ClC1(C=2C=3C=CC=CC3N3C2C(C=C1)=[SiH]C1=C3C=CC=C1)Cl 5,5-dichloro-5H-benzo[5,6][1,4]azasilino[3,2,1-jk]carbazole